N-butyl-2,2,6,6-tetramethyl-4-piperidyl-amine C(CCC)NC1CC(NC(C1)(C)C)(C)C